(2R,3R,5aR,7R,9aS)-3-methoxy-7-(2-methylbutan-2,3-dien-1-yl)hexahydro-2H-2,5a-methano-pyrano[3,2-e][1,4]dioxepin CO[C@@H]1OC[C@]23[C@@H](O[C@@H]1C3)CC[C@@H](O2)CC(=C=C)C